FC(C1=CN=CC(=N1)C=O)(F)F 6-(trifluoromethyl)pyrazine-2-carbaldehyde